S1C=NC2=C1C=C(C=C2)C=2C=C1C=3CCCC(C3NC1=CC2)N[C@H](C)C2=CC=CC=C2 6-(benzo[d]thiazol-6-yl)-N-((R)-1-phenylethyl)-2,3,4,9-tetrahydro-1H-carbazole-1-amine